[[2-[(2R,5S)-5-methyl-2-[2-(methylamino)-1,3-benzothiazol-5-yl]-1-piperidyl]-2-oxo-acetyl]amino]pyridine-3-carboxamide C[C@H]1CC[C@@H](N(C1)C(C(=O)NC1=NC=CC=C1C(=O)N)=O)C=1C=CC2=C(N=C(S2)NC)C1